5-(5-fluoro-2-((1-methyl-1H-pyrazol-4-yl)sulfonyl)-5-phenylhexahydrocyclopenta[c]pyrrol-3a(1H)-yl)-1-(4-fluorophenyl)-6-methyl-1H-indazole FC1(CC2(C(CN(C2)S(=O)(=O)C=2C=NN(C2)C)C1)C=1C=C2C=NN(C2=CC1C)C1=CC=C(C=C1)F)C1=CC=CC=C1